N1=C(C=CC=2CCCNC12)CCC1CC(C1)OCC[C@H](NC(=O)[C@H]1CCC=2C=NNC2C1)C(=O)O O-((1S,3S)-3-(2-(5,6,7,8-tetrahydro-1,8-naphthyridin-2-yl)ethyl)cyclobutyl)-N-((S)-4,5,6,7-tetrahydro-1H-indazole-6-carbonyl)-L-homoserine